ClC=1C=C(C=CC1)NC(NC1=CC(=CC=C1)Cl)=S bis(m-chlorophenyl)thiourea